5-{3-[(6-Aminohexyl)amino]-4-(trifluoromethyl)phenyl}-1,3,4-oxadiazol-2(3H)-one NCCCCCCNC=1C=C(C=CC1C(F)(F)F)C1=NNC(O1)=O